(S)-5-cyano-N-ethyl-N-(2,2,2-trifluoro-1-(4-fluoro-3-methylphenyl)ethyl)pyridine-3-sulfonamide C(#N)C=1C=C(C=NC1)S(=O)(=O)N([C@H](C(F)(F)F)C1=CC(=C(C=C1)F)C)CC